FC1=CC=C(C=C2C(N(C(S2)=NN=C2C(NC3=CC=C(C=C23)Br)=O)C2=CC=C(C=C2)Cl)=O)C=C1 3-(2-(5-(4-fluorobenzylidene)-3-(4-chlorophenyl)-4-oxothiazolidin-2-ylidene)hydrazono)-5-bromoindol-2-one